CN(C(CN1/C(/SCCC1)=N/C(=O)C1=CNC2=NC=CC=C21)=O)C (Z)-N-(3-(2-(Dimethylamino)-2-oxoethyl)-1,3-thiazinan-2-ylidene)-1H-pyrrolo[2,3-b]pyridine-3-carboxamide